C(C=C)(=O)OCCCCCCOC(C=C)=O 1,6-hexanediol di-acrylate